CC(C)(C)[S@@](=O)\N=C/C(F)(F)F (R,Z)-2-methyl-N-(2,2,2-trifluoroethylidene)propane-2-sulfinamide